OC1=C(C(N(C=C1)C)=O)NC(N[C@@H](CC(=O)OCC)C=1C=C(C(=CC1)OC)C1=CC=C(C=C1)OC(F)(F)F)=O Ethyl (S)-3-(3-(4-Hydroxy-1-methyl-2-oxo-1,2-dihydropyridin-3-yl)ureido)-3-(6-methoxy-4'-(trifluoromethoxy)biphenyl-3-yl)propanoat